(3-{1-[2-(4-chlorophenyl)imidazo[1,2-a]-pyrimidin-3-yl]ethyl}-3,8-diazabicyclo[3.2.1]oct-8-yl)(3-fluoro-6-methoxypyridin-2-yl)methanone ClC1=CC=C(C=C1)C=1N=C2N(C=CC=N2)C1C(C)N1CC2CCC(C1)N2C(=O)C2=NC(=CC=C2F)OC